C[C@H]1CC[C@@H](NC1)C1=CC=C(C(=O)OC)C=C1 Methyl 4-[(2R,5S)-5-methyl-2-piperidyl]Benzoate